C(#N)C1=C(N(C2=NC=CC=C21)C2=C(C(=CC=C2C)OC)C)NC(OC(C)(C)C)=O tert-butyl (3-cyano-1-(3-methoxy-2,6-dimethylphenyl)-1H-pyrrolo[2,3-b]pyridin-2-yl)carbamate